(R*)-3-amino-N,N-dimethyl-2-(8-methyl-1,2,3,4-tetrahydroquinoline-4-carbonyl)-4,5-dihydro-2H-pyrazolo[3,4-c]pyridine-6(7H)-sulfonamide NC=1N(N=C2CN(CCC21)S(=O)(=O)N(C)C)C(=O)[C@@H]2CCNC1=C(C=CC=C21)C |o1:18|